1,5-dihydro-4H-imidazo[4,5-c]quinoline-4-on N1C=NC=2C(NC=3C=CC=CC3C21)=O